C1=C(C=CC2=CC=CC=C12)C(=O)N[C@@H](C(=O)N1[C@@H](C[C@@H](C1)N1N=NC=C1C(C)(C)O)C(=O)NC(CCCCNC([O-])=O)C(C(=O)N)=O)CC1CCCCC1 (5-((2S,4S)-1-((R)-2-(2-naphthamido)-3-cyclohexylpropanoyl)-4-(5-(2-hydroxypropan-2-yl)-1H-1,2,3-triazol-1-yl)pyrrolidine-2-carboxamido)-7-amino-6,7-dioxoheptyl)carbamate